1-bromo-2-iodo-benzene BrC1=C(C=CC=C1)I